NC1=C(C(N(C2=CC(=CC=C12)C(F)(F)F)C1=C(C=C(C=C1)Cl)C)=O)C(=O)OC methyl 4-amino-1-(4-chloro-2-methylphenyl)-2-oxo-7-(trifluoromethyl)-1,2-dihydroquinoline-3-carboxylate